17β-cholesterol CC(C)CCC[C@@H](C)[C@H]1CC[C@H]2[C@@H]3CC=C4C[C@@H](O)CC[C@]4(C)[C@H]3CC[C@]12C